C(N1C[C@H](OCC1)CC1=C(C=CC(=C1)C)S(=O)(=O)O)([2H])([2H])[2H] (R)-(4-(methyl-d3)morpholin-2-yl)methyl-4-methylbenzenesulfonic acid